N-lauroyl-L-arginine ethyl ester hydrochloride Cl.C(C)OC([C@@H](NC(CCCCCCCCCCC)=O)CCCNC(N)=N)=O